C(C)[C@@]1(C[C@H]2CC[C@H]3[C@@H]4CCC[C@@H]([C@]4(CC[C@@H]3[C@H]2CC1)C)[C@@](CN1N=CC(=C1)C#N)(C)O)O 1-((R)-2-((1S,4aS,4bR,6aR,8R,10aS,10bR,12aS)-8-ethyl-8-hydroxy-12a-methyloctadecahydrochrysen-1-yl)-2-hydroxypropyl)-1H-pyrazole-4-carbonitrile